2-AMINO-6-METHYLPYRIDINE-4-BORONIC ACID NC1=NC(=CC(=C1)B(O)O)C